1-(4-(4-(dimethoxymethyl)piperidin-1-yl)phenyl)-6-methoxy-4-methyl-1,2,3,4-tetrahydronaphthalen-1-ol COC(C1CCN(CC1)C1=CC=C(C=C1)C1(CCC(C2=CC(=CC=C12)OC)C)O)OC